rac-butane-2,3-diol CC(C(C)O)O